ClC1=C(C(=CC=C1)Cl)CC(=O)NC1=CC(=NC=C1)N(C(C)=O)C1=C(C=C(C=C1)C)C N-{4-[2-(2,6-dichlorophenyl)acetamido]pyridin-2-yl}-N-(2,4-dimethylphenyl)acetamide